C(C)OCCOCCOC=C(C)C1=CC=C(C=C1)C(=COCCOCCOCC)C 1,4-bis(1-(2-(2-ethoxyethoxy)ethoxy)prop-1-en-2-yl)benzene